(2S)-2-{4-[(3S)-4-(2-Chloro-5-cyano-3-{[8-cyano-4-(cyclopropylamino)pyrazolo[1,5-a][1,3,5]triazin-2-yl]amino}phenyl)-3-methylpiperazin-1-yl]piperidin-1-yl}propanamide ClC1=C(C=C(C=C1NC1=NC=2N(C(=N1)NC1CC1)N=CC2C#N)C#N)N2[C@H](CN(CC2)C2CCN(CC2)[C@H](C(=O)N)C)C